3-(4-bromophenyl)-4-phenyl-N-((4-(trifluoromethyl)phenyl)sulfonyl)-5,6-dihydropyridazine-1(4H)-carboxamide BrC1=CC=C(C=C1)C1=NN(CCC1C1=CC=CC=C1)C(=O)NS(=O)(=O)C1=CC=C(C=C1)C(F)(F)F